FC1=CC=C(C=C1)C=1C(=NC=CC1)CC=O (4-fluorophenyl)pyridine-2-acetaldehyde